CC(C)(C)[S@@](=O)N (R)-(+)-tert-butylsulfinamide